(S)-4-(6-((1-(6-(4-fluoro-1H-pyrazol-1-yl)pyridin-3-yl)ethyl)(methyl)amino)pyridine-3-yl)-6-(isopropylamino)pyrazolo[1,5-a]pyridine-3-carbonitrile FC=1C=NN(C1)C1=CC=C(C=N1)[C@H](C)N(C1=CC=C(C=N1)C=1C=2N(C=C(C1)NC(C)C)N=CC2C#N)C